C\C(=C/C=O)\CC\C=C(\C(\C=C/C(C)=O)=O)/C (E,E,Z)-3,7-Dimethyl-8,11-dioxo-2,6,9-dodecatrienal